N-((1R,2R,4S)-7-cyano-7-azabicyclo[2.2.1]heptan-2-yl)-2-(dichlorobenzyl)cyclopropanecarboxamide C(#N)N1[C@H]2[C@@H](C[C@@H]1CC2)NC(=O)C2C(C2)C(C2=CC=CC=C2)(Cl)Cl